bis[4-(tert-butyl)phenyl]iodonium tetra(nonafluoro-tert-butoxy)aluminate CC(C)(C)C1=CC=C(C=C1)[I+]C2=CC=C(C=C2)C(C)(C)C.C(C(F)(F)F)(C(F)(F)F)(C(F)(F)F)O[Al-](OC(C(F)(F)F)(C(F)(F)F)C(F)(F)F)(OC(C(F)(F)F)(C(F)(F)F)C(F)(F)F)OC(C(F)(F)F)(C(F)(F)F)C(F)(F)F